3-bromo-N-cyclohexylbutanamide BrC(CC(=O)NC1CCCCC1)C